COC(=O)C1=NC=CC(=N1)OC 4-methoxypyrimidine-2-carboxylic acid methyl ester